CN1N=CC(=C1)C=1C=CC=2N(C1)N=CC2N2C[C@H](NCC2)C (R)-6-(1-methyl-1H-pyrazol-4-yl)-3-(3-methylpiperazin-1-yl)pyrazolo[1,5-a]pyridine